[N+](=O)([O-])C1=CC(=CC=C1)C#CC 1-nitro-3-(prop-1-yn-1-yl)benzene